Cl.FC(S(=O)(=O)N)F 1,1-difluoromethanesulfonamide hydrochloride